OCCN(C)CCO Bis(2-hydroxyethyl)methylamine